O=C1NC(CCC1N1C(C2=CC=C(C(=C2C1)F)N1CCN(CC1)C[C@H]1OC[C@@H](OC1)CN1CCN(CC1)C(=O)OC(C)(C)C)=O)=O tert-butyl 4-[[(2s,5r)-5-[[4-[2-(2,6-dioxo-3-piperidyl)-4-fluoro-1-oxo-isoindolin-5-yl]piperazin-1-yl]methyl]-1,4-dioxan-2-yl]methyl]piperazine-1-carboxylate